C(C)C=1C=CC=C2C=C(C=C(C12)OS(=O)(=O)C(F)(F)F)OCOC [8-ethyl-3-(methoxymethoxy)-1-naphthyl]trifluoromethanesulfonate